[Pd](Cl)Cl.C1(=CC=CC=C1)P([C-]1C=CC=C1)C1=CC=CC=C1.[C-]1(C=CC=C1)P(C1=CC=CC=C1)C1=CC=CC=C1.[Fe+2] [1,1'-bis(diphenylphosphino)ferrocene] palladium chloride